4-(4-bromobutoxy)-2-(2,6-dicarbonylpiperidin-3-yl)isoindoline-1,3-dione BrCCCCOC1=C2C(N(C(C2=CC=C1)=O)C1C(NC(CC1)=C=O)=C=O)=O